4-(2,5-Diazabicyclo[2.2.2]octan-2-yl)-7-(8-ethyl-7-fluoro-3-hydroxynaphthalen-1-yl)-2-(((2R,7aS)-2-fluorotetrahydro-1H-pyrrolizin-7a(5H)-yl)methoxy-d2)pyrido[3,4-d]pyrimidin-8(7H)-one C12N(CC(NC1)CC2)C=2C1=C(N=C(N2)OC([2H])([2H])[C@]23CCCN3C[C@@H](C2)F)C(N(C=C1)C1=CC(=CC2=CC=C(C(=C12)CC)F)O)=O